FC(C(=O)N)(C1=NC=C(C=C1)SC(F)(F)F)F difluoro-2-(5-(trifluoromethylthio)pyridin-2-yl)acetamide